8-[N-[2-(3-aminopropoxy)ethyl]-3-chloro-4-fluoro-anilino]-1,5-naphthyridin-2-ol NCCCOCCN(C1=CC(=C(C=C1)F)Cl)C=1C=CN=C2C=CC(=NC12)O